CN1C(C=2N(N=C3C=CC=CC23)CC12CC2)=O 2'-methyl-4'H-spiro[cyclopropane-1,3'-pyrazino[1,2-b]indazole]-1'(2'H)-one